1-[6-[4-(3-Bromo-2-fluoro-anilino)pyrido[3,2-d]pyrimidin-6-yl]-1,6-diazaspiro[3.3]heptan-1-yl]prop-2-en-1-one BrC=1C(=C(NC=2C3=C(N=CN2)C=CC(=N3)N3CC2(CCN2C(C=C)=O)C3)C=CC1)F